3-methyl-4-carboxybutylthiophen CC(CCC=1SC=CC1)CC(=O)O